BrC1=C(COOC2OCCCC2)C=C(C=C1)F 2-((2-bromo-5-fluorobenzyloxy)oxy)tetrahydro-2H-pyran